2-hydroxy-4,6-dimethyl-5-nitropyridine-3-carbonitrile OC1=NC(=C(C(=C1C#N)C)[N+](=O)[O-])C